N-(1-cyano-1,2-dimethyl-propyl)-2-(2,4-dichlorophenoxy)propionamide C(#N)C(C(C)C)(C)NC(C(C)OC1=C(C=C(C=C1)Cl)Cl)=O